FC1(CCN(CC1)CC#C)F 3-(4,4-difluoropiperidin-1-yl)prop-1-yn